Diketoazepine O=C1C(NC=CC=C1)=O